C(C1=CC=CC=C1)OC=1C=C(C=CC1Br)N1C(=NC2(C1=O)CCCC2)CCCC 3-(3-(benzyloxy)-4-bromophenyl)-2-butyl-1,3-diazaspiro[4.4]non-1-en-4-one